3-pentenyldimethylmethoxysilane C(CC=CC)[Si](OC)(C)C